7-(3-(4-(2-[18F]fluoroethoxy)phenyl)propyl)-2-(furan-2-yl)-7H-pyrazolo-[4,3-e][1,2,4]-triazolo[1,5-c]pyrimidine-5-amine [18F]CCOC1=CC=C(C=C1)CCCN1N=CC=2C=3N(C(=NC21)N)N=C(N3)C=3OC=CC3